(2S,3R,4S,5R,6R)-2-(((R)-2-Hydroxy-2-methyl-1-(2-methylpyridin-3-yl)propyl)thio)-6-(hydroxymethyl)-4-(4-(3,4,5-trifluorophenyl)-1H-1,2,3-triazol-1-yl)tetrahydro-2H-pyran-3,5-diol OC([C@@H](C=1C(=NC=CC1)C)S[C@@H]1O[C@@H]([C@@H]([C@@H]([C@H]1O)N1N=NC(=C1)C1=CC(=C(C(=C1)F)F)F)O)CO)(C)C